3-hydroxy-3-(2-methyl-1-nitropropyl)azetidine-1-carboxylic acid-1,1-dimethylethyl ester CC(C)(C)OC(=O)N1CC(C1)(C(C(C)C)[N+](=O)[O-])O